3,6-dichloro-N-[(8-methyl-8-azabicyclo[3.2.1]octan-3-yl)methyl]pyridazine ClC=1NN(C(=CC1)Cl)CC1CC2CCC(C1)N2C